N1(N=CN=C1)CC(=O)O 1H-1,2,4-Triazol-1-acetic acid